FC=1C=C2C(NC(C2=CC1F)=N)=N 5,6-difluoro-1,3-diiminoisoindoline